N[C@H]1CN(CCC1)C(=O)C1=CC2=C(N(C(=N2)C2=CC=C(N2CC2CC2)C(=O)N(C2=CC=CC=C2)CC2=CC=CC=C2)C)C(=C1)OC 5-{5-[(3R)-3-Aminopiperidine-1-carbonyl]-7-methoxy-1-methyl-1H-1,3-benzodiazol-2-yl}-N-benzyl-1-(cyclopropylmethyl)-N-phenyl-1H-pyrrole-2-carboxamide